(2S,4R)-1-(5-(5-fluoro-2-methoxypyridin-4-yl)-1H-pyrazole-3-carbonyl)-N-((1r,4R)-4-hydroxy-4-(trifluoromethyl)cyclohexyl)-2-methylpiperidine-4-carboxamide FC=1C(=CC(=NC1)OC)C1=CC(=NN1)C(=O)N1[C@H](C[C@@H](CC1)C(=O)NC1CCC(CC1)(C(F)(F)F)O)C